FC1(CC(C1)(O)C(C1=C(C=CC=C1)C(F)(F)F)SC1=NC2=CC=CC=C2C=C1)F 3,3-difluoro-1-((quinolin-2-ylsulfanyl)(2-(trifluoromethyl)phenyl)methyl)cyclobutan-1-ol